N-((5-(3-fluoro-5-(piperazin-1-yl)phenyl)-3H-imidazo[4,5-b]pyridin-2-yl)methyl)-1-(isopropylsulfonyl)-1H-indole-3-carboxamide FC=1C=C(C=C(C1)N1CCNCC1)C1=CC=C2C(=N1)NC(=N2)CNC(=O)C2=CN(C1=CC=CC=C21)S(=O)(=O)C(C)C